NC=1NC(C2=C(N1)NC(=C2C2=C(C=CC=C2)OC)C2=CC=C(C=C2)CN2CCC(CC2)S(=O)(=O)C)=O 2-amino-5-(2-methoxyphenyl)-6-(4-((4-(methylsulfonyl)piperidin-1-yl)methyl)phenyl)-3,7-dihydro-4H-pyrrolo[2,3-d]pyrimidin-4-one